ClC1=CC(=NC=N1)OC[C@H]1CC[C@H](CC1)C(=O)N1OCC[C@H]1C1=CC(=CC(=C1)F)F cis-(4-(((6-chloropyrimidin-4-yl)oxy)methyl)cyclohexyl)((S)-3-(3,5-difluorophenyl)isoxazolidin-2-yl)methanone